C(C)C1=CC=CC2=C1C(=C1C=NN(C1=C2)C2OCCCC2)B2OC(C(O2)(C)C)(C)C 5-ethyl-1-(tetrahydro-2H-pyran-2-yl)-4-(4,4,5,5-tetramethyl-1,3,2-dioxaborolan-2-yl)-1H-benzo[f]indazole